BrC=1C=NN2C1C=C(C=C2)C#N 3-bromopyrazolo[1,5-a]pyridine-5-carbonitrile